3-hydroxyethyloxazolidine OCCN1COCC1